ClP(C1=CC=CC=C1)(C1=CC=CC=C1)(C1=CC=CC=C1)CC1=NOC=C1 3-((chlorotriphenylphosphoranyl)methyl)isoxazole